3-methoxyisophthalic acid chloride COC1(CC(C(=O)Cl)=CC=C1)C(=O)Cl